(E)-4-methyl-N'-(1-(naphthalen-2-yl)ethylidene)pyrimidine-2-carbohydrazide CC1=NC(=NC=C1)C(=O)N/N=C(\C)/C1=CC2=CC=CC=C2C=C1